BrC1=C(C=C2C(=C(C(=NC2=C1F)Cl)NC(CCl)=O)NC1C2CN(C1C2)C(=O)OC(C)(C)C)I tert-Butyl (endo)-5-((7-bromo-2-chloro-3-(2-chloroacetamido)-8-fluoro-6-iodoquinolin-4-yl)amino)-2-azabicyclo[2.1.1]hexane-2-carboxylate